1-(3-Acetyl-8-fluoro-6-oxo-1,2,3,4,5,6-hexahydrobenzo[c][1,7]naphthyridin-1-yl)-3-(3-chloro-4-fluorophenyl)-1-methylurea C(C)(=O)N1CC(C=2C3=C(C(NC2C1)=O)C=C(C=C3)F)N(C(=O)NC3=CC(=C(C=C3)F)Cl)C